2-(5'-tert-octyl-2'-hydroxyphenyl)benzotriazole C(C)(C)(CC(C)(C)C)C=1C=CC(=C(C1)N1N=C2C(=N1)C=CC=C2)O